C(C)(C)(C)OC(=O)N\C(\C(=O)OC)=C/C=1SC=CN1 methyl (Z)-2-(tert-butoxycarbonylamino)-3-thiazol-2-yl-prop-2-enoate